C1(=CC=CC=C1)C(\C=C\C1=CC=C(C=C1)C\C=C(\C(O)(O)O)/C)=O (E)-1-Phenyl-3-[4-[(E)-4,4,4-trihydroxy-3-methylbut-2-enyl]phenyl]prop-2-en-1-one